C1(CC1)CN1CCN(CC1)C1=C(C=C(C(=C1)OC)NC1=NC=NC(=C1)N1OCC[C@@H]1C1=CC(=CC=C1)OC1=CC=CC=C1)NC(C=C)=O (R)-N-(2-(4-(cyclopropylmethyl)piperazin-1-yl)-4-methoxy-5-((6-(3-(3-phenoxyphenyl)isoxazolidin-2-yl)pyrimidin-4-yl)amino)phenyl)acrylamide